5-fluoro-N-(5-((7-methyl-2,7-diazaspiro[3.5]nonan-2-yl)methyl)pyridin-2-yl)pyrimidin FC=1C=NCN(C1)C1=NC=C(C=C1)CN1CC2(C1)CCN(CC2)C